4'-(2-propyn-1-yloxy)[1,1'-biphenyl]-4-ol C(C#C)OC1=CC=C(C=C1)C1=CC=C(C=C1)O